FC1=C(C=CC=C1)C1=CC(=CN1S(=O)(=O)C1=CNCCC1)CNC 1-(5-(2-fluorophenyl)-1-(1,4,5,6-tetrahydropyridin-3-yl-sulfonyl)-1H-pyrrol-3-yl)-N-methylmethylamine